4-morpholinyl-cyclohexanecarboxamide N1(CCOCC1)C1CCC(CC1)C(=O)N